FC(C1(CCNCC1)OCC(CO)O)(F)F 3-((4-(trifluoromethyl)piperidin-4-yl)oxy)propane-1,2-diol